OCC1(CN(C1)C1=C(C=C2C(C(=CN(C2=N1)C1=C(C=C(C=C1F)F)Cl)C(=O)N[C@H](C(F)(F)F)C1CC1)=O)F)CO 7-[3,3-bis(hydroxymethyl)azetidin-1-yl]-1-(2-chloro-4,6-difluorophenyl)-N-[(1S)-1-cyclopropyl-2,2,2-trifluoroethyl]-6-fluoro-4-oxo-1,4-dihydro-1,8-naphthyridine-3-carboxamide